[Pd](Cl)Cl.C1(=CC=CC=C1)P([C-]1C=CC=C1)C1=CC=CC=C1.[C-]1(C=CC=C1)P(C1=CC=CC=C1)C1=CC=CC=C1.[Fe+2] [1,1'-bis-(diphenylphosphino)ferrocene] palladium(II) dichloride